[C+4].[SiH3]OP(=O)([O-])[O-].P(OCCCl)(OCCCl)OCCCl.[SiH3]OP(=O)([O-])[O-] tris(chloroethyl) phosphite silyl-phosphate carbon